C(CCC)NC(C=C)=O N-n-butyl-acrylamide